O=S1(CC(CC1)C(=O)O)=O 1,1-dioxotetrahydrothiophene-3-carboxylic acid